ClC1=C2OC=3C=CC=C(C[C@@H]4N(C(COC(C=C1)=N2)=O)CC([C@@H]4NS(NC)(=O)=O)(F)F)C3F N-[(15aS,16R)-7-chloro-17,17,20-trifluoro-1-oxo-1,2,15a,16,17,18-hexahydro-15H-4,8-(azeno)-10,14-(metheno)pyrrolo[1,2-d][1,12,4]dioxazacycloheptadecin-16-yl]-N'-methylsulfuric diamide